CNC(C(F)(F)F)=O N-methyltrifluoroacetamide